CC1=C(C=2N(C=C1C(CC(C)C)=O)N=CN2)C 1-(7,8-dimethyl-[1,2,4]triazolo[1,5-a]pyridin-6-yl)-3-methylbutan-1-one